CCC(CO)O 4,3-butanediol